2-formyl-5-methylpiperidine-1-carboxylate C(=O)C1N(CC(CC1)C)C(=O)[O-]